NC1=C(C(=NC(=N1)S(=O)(=O)C)OC1=CC(=C(C=C1)NC(=O)NC1=CC(=NN1C1=CC=CC=C1)C(C)(C)C)F)C#N 1-(4-((6-amino-5-cyano-2-(methylsulfonyl)pyrimidin-4-yl)oxy)-2-fluorophenyl)-3-(3-(tert-butyl)-1-phenyl-1H-pyrazol-5-yl)urea